C(C1=CC=CC=C1)(=O)N1C(=NC=2N(C=NC2C1=O)[C@@H]1O[C@@H]([C@H]([C@H]1O[Si](C)(C)C(C)(C)C)OCCC#N)CO[Si](C)(C)C(C)(C)C)NC(C)=O N-(1-benzoyl-9-((2R,3R,4R,5R)-3-((tert-butyldimethylsilyl)oxy)-5-(((tert-butyldimethylsilyl)oxy)methyl)-4-(2-cyanoethoxy)tetrahydrofuran-2-yl)-6-oxo-6,9-dihydro-1H-purin-2-yl)acetamide